2-Bromo-3-(methylsulfonyl)-N-(1-methyl-1H-tetrazol-5-yl)-4-(trifluoromethyl)benzamide BrC1=C(C(=O)NC2=NN=NN2C)C=CC(=C1S(=O)(=O)C)C(F)(F)F